L-gulonic acid monohydrate O.O=C([C@@H](O)[C@@H](O)[C@H](O)[C@@H](O)CO)O